3,4-dihydropyrido[3,2-d]pyrimidin-2(1H)-one N1C(NCC2=C1C=CC=N2)=O